3-(methylsulfinyl)aniline (S)-1-(4-(2-(4-((R)-2-acetoxy-3-chloropropoxy)-3,5-dichlorophenyl)propan-2-yl)phenoxy)-3-hydroxypropan-2-yl-acetate C(C)(=O)O[C@H](COC1=C(C=C(C=C1Cl)C(C)(C)C1=CC=C(OC[C@H](CO)CC(=O)O)C=C1)Cl)CCl.CS(=O)C=1C=C(N)C=CC1